ClC=1C=C(OC2=C3C=NNC3=C(C=C2)S(=O)(=O)C)C=C(C1)F 4-(3-chloro-5-fluorophenoxy)-7-methanesulfonyl-1H-indazole